C(C)(C)(C)OC(=O)C1=C(C=2C(=NC(=CC2)COC(C)=O)S1)N 3-amino-6-acetoxymethylthieno[2,3-b]pyridine-2-carboxylic acid tert-butyl ester